C(C1=CC=CC=C1)C1=C2N(C=C(N1)C1=CC=CC=C1)C(C(=N2)CC2=C(C=CC=C2)F)=O 8-Benzyl-2-(2-fluorobenzyl)-6-phenylimidazo[1,2-a]pyrazin-3(7H)-one